OC1=C(C=C(CC2=C(C=C(OCC(=O)O)C=C2C=C)C)C=C1)C(C)C 2-(4-(4-hydroxy-3-isopropylbenzyl)-3-methyl-5-vinylphenoxy)acetic acid